NC(C(=O)N1C(CCCC1)C=1NC(=CN1)C1=CC=C(C=C1)C)C 2-amino-1-(2-(5-(p-tolyl)imidazol-2-yl)piperidin-1-yl)propan-1-one